COCCN1CCC(CC1)NC(=O)C1=NC(=NC=C1)C=1C=C2C(=CC=NC2=CC1)NC(C=C)=O N-[1-(2-methoxyethyl)-4-piperidyl]-2-[4-(prop-2-enoylamino)-6-quinolyl]pyrimidine-4-carboxamide